CN1C2=C(OC[C@@H](C1=O)NC(=O)C1=NNC=3CCC(CC13)C1=CC=CC=C1)C=CC=C2 N-((S)-5-methyl-4-oxo-2,3,4,5-tetrahydrobenzo[b][1,4]oxazepin-3-yl)-5-phenyl-4,5,6,7-tetrahydro-1H-indazole-3-carboxamide